O=C1N(C2=CC=CC=C2C1=O)CC1=CC=C(C=C1)C1CCN(CC1)C(=O)OC(C)(C)C tert-butyl 4-[4-[(2,3-dioxoindolin-1-yl)methyl]phenyl]piperidine-1-carboxylate